N1(CCCCC1)CC1OC(=NOC1)C12C(CNC1)CS(C2)(=O)=O 3a-(5-(piperidin-1-ylmethyl)-5,6-dihydro-1,4,2-dioxazin-3-yl)hexahydro-1H-thieno[3,4-c]pyrrole 2,2-dioxide